CC(/C=C\\C/C=C\\C[C@@H](/C=C/C=C\\C/C=C\\CCCCCC(=O)[O-])O)O The molecule is a docosanoid anion that is the conjugate base of 14(S),21-dihydroxy-(7Z,10Z,12E,16Z,19Z)-docosapentaenoic acid, obtained by deprotonation of the carboxy group; major species at pH 7.3. It is a docosanoid anion, a hydroxy polyunsaturated fatty acid anion and a long-chain fatty acid anion. It is a conjugate base of a 14(S),21-dihydroxy-(7Z,10Z,12E,16Z,19Z)-docosapentaenoic acid.